2,5-bis(5-t-butyl-benzoxazol-2-yl)thiophene C(C)(C)(C)C=1C=CC2=C(N=C(O2)C=2SC(=CC2)C=2OC3=C(N2)C=C(C=C3)C(C)(C)C)C1